(±)-Methyl 4-(3-amino-1-benzyl-pyrrolidin-3-yl)benzoate N[C@@]1(CN(CC1)CC1=CC=CC=C1)C1=CC=C(C(=O)OC)C=C1 |r|